C1=CC=CC=2C3=CC=CC=C3C(C12)COC(=O)N1CC(C1)(OC)CCC(=O)O 3-(1-(((9H-fluoren-9-yl)methoxy)carbonyl)-3-methoxyazetidin-3-yl)propanoic acid